ClC1=C(C=CC=C1)N1C=2N(C3=C(C1=O)C=NC(=N3)NC3=CC=C(C=C3)CCN3[C@@H](CCC3)C)C=CN2 6-(2-chlorophenyl)-2-[(4-{2-[(2R)-2-methylpyrrolidin-1-yl]ethyl}phenyl)amino]imidazo[1,2-a]pyrimido[5,4-e]pyrimidin-5(6H)-one